2-(1H-imidazol-1-yl)-N-(1-methylcyclohexyl)-6-(trifluoromethyl)pyrimidine-4-carboxamide tert-Butyl-(+)-3-(hydroxymethyl)-4-(4-methoxybenzyl)piperazine-1-carboxylate C(C)(C)(C)OC(=O)N1CC(N(CC1)CC1=CC=C(C=C1)OC)CO.N1(C=NC=C1)C1=NC(=CC(=N1)C(=O)NC1(CCCCC1)C)C(F)(F)F